[Li].P(=O)([O-])([O-])[O-].[Fe+3] ferric phosphate, lithium salt